Dieugenol terephthalate C(C1=CC=C(C(=O)O)C=C1)(=O)O.C=1(C(O)=CC=C(CC=C)C1)OC.C=1(C(O)=CC=C(CC=C)C1)OC